[Ca+2].C1NC(CC2=CC=CC=C12)C(=O)[O-].C1NC(CC2=CC=CC=C12)C(=O)[O-] 1,2,3,4-tetrahydroisoquinoline-3-carboxylate calcium